N1(CCOCC1)CC1CCNCC1 4-[(morpholin-4-yl)methyl]piperidin